[I-].C12C3CCCC3C(CC1)C2.[NH4+] ammonium tricyclo[5.2.1.02,6]decane iodide